C(C)(=O)N[C@@H](CSC(C1=CC=CC=C1)(C1=CC=C(C=C1)OC)C1=CC=C(C=C1)OC)C(=O)O[C@@H](C(=O)O)C (R)-2-((N-acetyl-S-(bis(4-methoxyphenyl)(phenyl)methyl)-L-cysteinyl)oxy)propanoic acid